CC(C(=O)O)(CCCC)NC(CBr)=O methylbromoacetamidocaproic acid